(S)-2-(3,3-difluoro-1-hydroxycyclobutyl)-N-(1-(3-(trifluoromethoxy)phenyl)propyl)acetamide FC1(CC(C1)(O)CC(=O)N[C@@H](CC)C1=CC(=CC=C1)OC(F)(F)F)F